16α-(4-tert-butylbenzylamino)-17β-(1-hydroxy-1-methyl-ethyl)androsta-5-en-3β-ol C(C)(C)(C)C1=CC=C(CN[C@H]2[C@@H]([C@]3(C)[C@@H](C2)[C@@H]2CC=C4C[C@H](CC[C@]4(C)[C@H]2CC3)O)C(C)(C)O)C=C1